1-isopropyl-N-(2-(2-(1,1,1-trifluoropropan-2-yloxy)pyrimidin-4-yl)-1H-pyrrolo[3,2-c]pyridin-6-yl)-1H-pyrazole-4-carboxamide C(C)(C)N1N=CC(=C1)C(=O)NC1=CC2=C(C=N1)C=C(N2)C2=NC(=NC=C2)OC(C(F)(F)F)C